isopropyl (S)-6-diazo-2-((S)-2-hydroxy-3-(1-methyl-1H-pyrrolo[3,2-b]pyridin-3-yl)propanamido)-5-oxohexanoate [N+](=[N-])=CC(CC[C@@H](C(=O)OC(C)C)NC([C@H](CC1=CN(C=2C1=NC=CC2)C)O)=O)=O